C(C)(C)(C)OC(=O)N(C1CC2=C(C(=C(S2)C(=O)O)Cl)CC1)C 6-[tert-butoxycarbonyl(methyl)amino]-3-chloro-4,5,6,7-tetrahydrobenzothiophene-2-carboxylic acid